OC[C@H]1N(C[C@@H]([C@H]([C@@H]1O)O)O)C[C@@H]1CN(CC1)C=1C=NC=CC1 (2R,3R,4R,5S)-2-(hydroxymethyl)-1-(((R)-1-(pyridin-3-yl)pyrrolidin-3-yl)methyl)piperidine-3,4,5-triol